2-((11-(5-(pentan-2-yl)furan-2-yl)undecyl)oxy)tetrahydro-2H-pyran dimethyl-4,5-bis(2-hydroxyethyl)phthalate COC(C=1C(C(=O)OC)=CC(=C(C1)CCO)CCO)=O.CC(CCC)C1=CC=C(O1)CCCCCCCCCCCOC1OCCCC1